The molecule is a glycosyloxyflavone that is kaempferol attached to alpha-L-rhamnopyranosyl residues at positions 3 and 7 respectively via glycosidic linkages. It has been isolated from the aerial parts of Vicia faba and Lotus edulis. It has a role as a bone density conservation agent, a hypoglycemic agent, an immunomodulator, an anti-inflammatory agent, an antineoplastic agent, a plant metabolite, an apoptosis inducer and an antidepressant. It is an alpha-L-rhamnoside, a monosaccharide derivative, a dihydroxyflavone, a glycosyloxyflavone and a polyphenol. It derives from a kaempferol. C[C@H]1[C@@H]([C@H]([C@H]([C@@H](O1)OC2=CC(=C3C(=C2)OC(=C(C3=O)O[C@H]4[C@@H]([C@@H]([C@H]([C@@H](O4)C)O)O)O)C5=CC=C(C=C5)O)O)O)O)O